[[2-[3-(6-Fluoro-[1,2,4]triazolo[4,3-a]pyridin-7-yl)propyl]-2-azaspiro[3.3]heptan-6-yl]oxy]-8-methyl-2H-isoquinolin-1-one FC=1C(=CC=2N(C1)C=NN2)CCCN2CC1(C2)CC(C1)ON1C(C2=C(C=CC=C2C=C1)C)=O